(5s,8s)-8-(benzyloxy)-4-ethoxy-3-mesityl-1-oxaspiro[4.5]dec-3-en-2-one C(C1=CC=CC=C1)OC1CCC2(C(=C(C(O2)=O)C2=C(C=C(C=C2C)C)C)OCC)CC1